COC(=O)[N-]S(=O)(=O)C1=CC=C(C=C1)N.[K+] The molecule is an organic potassium salt obtained by formal reaction of equimolar amounts of azulam and potassium. A dihydropteroate synthase inhibitor, it is used as a herbicide (mainly for killing bracken). It has a role as an agrochemical, an EC 2.5.1.15 (dihydropteroate synthase) inhibitor and a herbicide. It contains an asulam(1-).